C(C)C1=CC(=C(C(=C1)[2H])NC(=O)NC1=CNC2=CC=CC=C12)[2H] 1-(4-Ethylphenyl-2,6-d2)-3-(1H-indol-3-yl)urea